ClC=1C(=NC(=NC1)NC=1C=C(C(=CC1OC)N(C)CCN(C)C)N)C1=CN(C2=CC=CC=C12)C N4-[5-Chloro-4-(1-methylindol-3-yl)pyrimidin-2-yl]-N1-(2-dimethylaminoethyl)-5-methoxy-N1-methylbenzene-1,2,4-triamine